BrC1=CC=C2C(N(C(=NC2=C1)C)C1CCN(CC1)C(=O)OC(C)(C)C)=O tert-butyl 4-(7-bromo-2-methyl-4-oxoquinazolin-3(4H)-yl)piperidine-1-carboxylate